C(=C)C1=CC=C(COCC2(COC2)CC)C=C1 3-[(4-vinylbenzyl)oxymethyl]-3-ethyloxetane